(2,3-dioleoyloxypropyl)trimethylammonium chloride [Cl-].C(CCCCCCC\C=C/CCCCCCCC)(=O)OC(C[N+](C)(C)C)COC(CCCCCCC\C=C/CCCCCCCC)=O